2,2-difluoro-N-((3S,4S)-3-methylpiperidin-4-yl)-2-(p-tolyloxy)acetamide FC(C(=O)N[C@@H]1[C@H](CNCC1)C)(OC1=CC=C(C=C1)C)F